C(C)(C)(C)OC(=O)N1C[C@@H](OCC1)CC1=C(N=C2N1C=CC(=C2)C)C2=C(C=C(C=C2F)N2N=CC(=C2)Br)F (S)-2-((2-(4-(4-bromo-1H-pyrazol-1-yl)-2,6-difluorophenyl)-7-methylimidazo[1,2-a]pyridin-3-yl)methyl)morpholine-4-carboxylic acid tert-butyl ester